4-amino-8-[2-fluoro-5-[[5-(trifluoromethyl)-1,3,4-oxadiazol-2-yl]methoxy]phenyl]-2-oxo-N-propyl-1H-quinoline-3-carboxamide NC1=C(C(NC2=C(C=CC=C12)C1=C(C=CC(=C1)OCC=1OC(=NN1)C(F)(F)F)F)=O)C(=O)NCCC